8-methoxy-6-phenylindolo[1,2-a]quinoxaline COC1=C2C=C3N(C=4C=CC=CC4N=C3C3=CC=CC=C3)C2=CC=C1